2,2-Dimethylpropanoic acid [7-(4-chlorophenyl)-2,6-dioxo-2,3,6,7-tetrahydro-1H-purin-1-yl]Methyl ester ClC1=CC=C(C=C1)N1C=NC=2NC(N(C(C12)=O)COC(C(C)(C)C)=O)=O